C(C)(=O)OOCCCC.[Ca] Calcium butoxy acetate